FC([C@H]1N(C(OC1)=O)C=1N=C2N(CCOC3=C2C=CC(=C3)N[C@H](C(=O)N)C)C1)F (2S)-2-[[2-[(4S)-4-(difluoromethyl)-2-oxo-3-oxazolidinyl]-5,6-dihydroimidazo[1,2-d][1,4]benzoxazepin-9-yl]amino]propionamide